CC1=NC(=CC(=N1)N1CC2(C1)CN(CC2)C2=CN=C1C(=N2)N(N=C1)C1COC1)C(F)(F)F 6-(2-(2-methyl-6-(trifluoromethyl)pyrimidin-4-yl)-2,6-diazaspiro[3.4]octan-6-yl)-1-(oxetan-3-yl)-1H-pyrazolo[3,4-b]pyrazine